((4-(2-bromoacetyl)-3-fluoropyridin-2-yl)methyl)carbamic acid tert-butyl ester C(C)(C)(C)OC(NCC1=NC=CC(=C1F)C(CBr)=O)=O